N1CC(C1)CCOC=1C=C(C=2N(C1)N=CC2)C=2C=NC(=CC2)N2CC1N(C(C2)C1)CC=1C=NC(=CC1)OC 6-(2-(azetidin-3-yl)ethoxy)-4-(6-(6-((6-methoxypyridin-3-yl)methyl)-3,6-diazabicyclo[3.1.1]heptan-3-yl)pyridin-3-yl)pyrazolo[1,5-a]pyridine